S1C2=C(C(=C1)C(=O)NC=1C(=NC=C(C(=O)NC3=CC=C(C=C3)N3CCN(CC3)C=3C=C4C(N(C(C4=CC3)=O)C3C(NC(CC3)=O)=O)=O)C1)NC1=C(C=CC=C1)C)C=CC=C2 5-(benzo[b]thiophene-3-carboxamido)-N-(4-(4-(2-(2,6-dioxopiperidin-3-yl)-1,3-dioxoisoindolin-5-yl)piperazin-1-yl)phenyl)-6-(o-tolylamino)nicotinamide